(1R,2R)-N-(7-chloro-6-(1-((3S,4S)-4-hydroxy-3-methyltetrahydrofuran-3-yl)piperidin-4-yl)isoquinolin-3-yl)-2-(5-methylthiophen-2-yl)cyclopropane-1-carboxamide ClC1=C(C=C2C=C(N=CC2=C1)NC(=O)[C@H]1[C@@H](C1)C=1SC(=CC1)C)C1CCN(CC1)[C@]1(COC[C@H]1O)C